ClC1=NC=C(C(=N1)NCCO)C(=O)N 2-chloro-4-[(2-hydroxyethyl)amino]pyrimidin-5-carboxamide